O=C1NC(CCC1C1=C(CN2CCN(CC2)C2=CC=C(C=C2)NC2=NC=C(C(=N2)NCC=2C(=NC=CN2)N(S(=O)(=O)C)C)C(F)(F)F)C=CC=C1)=O N-(3-(((2-((4-(4-(2-(2,6-dioxopiperidin-3-yl)benzyl)piperazin-1-yl)phenyl)amino)-5-(trifluoromethyl)pyrimidin-4-yl)amino)methyl)pyrazin-2-yl)-N-methylmethanesulfonamide